3-acryloxypropyltris(dimethylsiloxy)silane C(C=C)(=O)OCCC[Si](O[SiH](C)C)(O[SiH](C)C)O[SiH](C)C